((R)-1-((S)-5-benzyl-3-(3-(tert-butyl)phenyl)-4,5-dihydroisoxazole-5-carboxamido)-3-Methylbutyl)boronic acid C(C1=CC=CC=C1)[C@]1(CC(=NO1)C1=CC(=CC=C1)C(C)(C)C)C(=O)N[C@@H](CC(C)C)B(O)O